(2S,3S,4R,5S)-4-[[3-(3,4-Difluoro-2-isopropoxy-phenyl)-4,5-dimethyl-5-(trifluoromethyl)tetrahydrofuran-2-carbonyl]amino]pyridin-2-carboxamid FC=1C(=C(C=CC1F)[C@H]1[C@H](O[C@@]([C@@H]1C)(C(F)(F)F)C)C(=O)NC1=CC(=NC=C1)C(=O)N)OC(C)C